8-isocyanato-3,5,6,7-tetrahydro-2H-indeno[5,6-b]furan N(=C=O)C1=C2CCCC2=CC2=C1OCC2